C(C)(C)(C)N(C(=O)O[C@@H]1COCC[C@H]1NC1=NC=C(C(=N1)C=1C=C2C(=C(C=NC2=CC1)CN(C)C)C(C)C)F)C1CCC(CC1)C#N (3S,4R)-4-((4-(3-((dimethylamino)methyl)-4-isopropylquinolin-6-yl)-5-fluoropyrimidin-2-yl)amino)tetrahydro-2H-pyran-3-ol tert-butyl-((1r,4r)-4-cyanocyclohexyl)-carbamate